C1=CC(=CC=C1CC(=O)C(=O)[O-])N The molecule is a 2-oxo monocarboxylic acid anion resulting from the deprotonation of the carboxy group of 3-(4-aminophenyl)pyruvic acid. Major species at pH 7.3. It derives from a pyruvate. It is a conjugate base of a 3-(4-aminophenyl)pyruvic acid.